C1(CCCC1)N(C(=O)OCC=1C(=NOC1C1=CC=C(O[C@@H]2C[C@@H](CCC2)C(=O)O)C=C1)C)C (1R,3S)-3-(4-(4-(((cyclopentyl-(methyl)carbamoyl)oxy)methyl)-3-methylisoxazol-5-yl)phenoxy)cyclohexane-1-carboxylic acid